ClC=1C=C2CCCC3(C2=C(C1)B1OC(C(O1)(C)C)(C)C)CN(CCO3)C(=O)OC(C)(C)C tert-butyl 6'-chloro-8'-(4,4,5,5-tetramethyl-1,3,2-dioxaborolan-2-yl)-3',4'-dihydro-2'H-spiro[morpholine-2,1'-naphthalene]-4-carboxylate